C(C)NC(C(=O)O)C(C)C 2-(ETHYLAMINO)-3-METHYLBUTANOIC ACID